7-fluoro-4-(2-(4-methylpiperazin-1-yl)ethyl)-1-thioxo-2,4-dihydro-[1,2,4]triazolo[4,3-a]quinazolin-5(1H)-one FC=1C=C2C(N(C=3N(C2=CC1)C(NN3)=S)CCN3CCN(CC3)C)=O